NC1=NC=CC=C1C1=NC=2C(=NC(=CC2)C2=CC=CC=C2)N1C1=CC=C(C=O)C=C1 4-[2-(2-amino-3-pyridyl)-5-phenyl-imidazo[4,5-b]pyridin-3-yl]benzaldehyde